calcium oxide, ammonium salt [NH4+].[O-2].[Ca+]